(S)-N-(2-(3-(2-((1,5-dimethyl-1H-pyrazol-3-yl)amino)-5-methylpyrimidin-4-yl)-1H-indol-7-yl)-1-oxoisoindolin-4-yl)pyrrolidine-3-carboxamide CN1N=C(C=C1C)NC1=NC=C(C(=N1)C1=CNC2=C(C=CC=C12)N1C(C2=CC=CC(=C2C1)NC(=O)[C@@H]1CNCC1)=O)C